8-bromo-3,7-dimethyl-1-(oxazol-2-ylmethyl)-3,7-dihydro-1H-purine-2,6-dione BrC1=NC=2N(C(N(C(C2N1C)=O)CC=1OC=CN1)=O)C